1-(5-(2,4-difluorophenyl)-1-((3-fluorophenyl)sulfonyl)-4-methoxy-1H-pyrrol-3-yl)-N-methylmethaneAmine FC1=C(C=CC(=C1)F)C1=C(C(=CN1S(=O)(=O)C1=CC(=CC=C1)F)CNC)OC